8-[1-[(2-bromo-6-chloro-3-pyridyl)amino]ethyl]-2-cyclopropyl-3,6-dimethyl-chromen-4-one BrC1=NC(=CC=C1NC(C)C=1C=C(C=C2C(C(=C(OC12)C1CC1)C)=O)C)Cl